CN1C2=C(OC[C@@H](C1=O)NC(C1=NC=CC(=C1)CC=1N=C(SC1)C)=O)C=CC(=C2)C#CC2CCOCC2 (S)-N-(5-methyl-4-oxo-7-((tetrahydro-2H-pyran-4-yl)ethynyl)-2,3,4,5-tetrahydrobenzo[b][1,4]oxazepin-3-yl)-4-((2-methylthiazol-4-yl)methyl)picolinamide